C1(=CC=CC=C1)C1=NC2=C3C(=CC=C2C=N1)C=CC=C3 2-phenylbenzo[H]quinazoline